((3R,4S)-4-((8-(4-(trifluoromethyl)phenyl)-1,6-naphthyridin-5-yl)amino)pyrrolidin-3-yl)methanol HCl Cl.FC(C1=CC=C(C=C1)C=1C=NC(=C2C=CC=NC12)N[C@H]1[C@@H](CNC1)CO)(F)F